6-(((S)-3-(Methylsulfonyl)pyrrolidin-1-yl)methyl)-2-(3-((R)-1,1,2-trifluoro-1-(4-methyl-4H-1,2,4-triazol-3-yl)propan-2-yl)phenyl)-4-(trifluoromethyl)isoindolin-1-one CS(=O)(=O)[C@@H]1CN(CC1)CC1=CC(=C2CN(C(C2=C1)=O)C1=CC(=CC=C1)[C@@](C(C1=NN=CN1C)(F)F)(C)F)C(F)(F)F